Cl.COC1(CNC1)C=1C=C(N(C)C)C=CC1 3-(3-methoxyazetidin-3-yl)-N,N-dimethylaniline hydrochloride